C1(CCC1)OC=1C=2N(C=NC1C=1C=NNC1)N=C(N2)NC2=C(C=C(C(=O)NCCN1CCN(CC1)C=1C=C3CN(C(C3=CC1)=O)C1C(NC(CC1)=O)=O)C=C2)C 4-((8-Cyclobutoxy-7-(1H-pyrazol-4-yl)-[1,2,4]triazolo[1,5-c]pyrimidin-2-yl)amino)-N-(2-(4-(2-(2,6-dioxopiperidin-3-yl)-1-oxoisoindolin-5-yl)piperazin-1-yl)ethyl)-3-methylbenzamide